4-[4-[(2,6-dioxo-3-piperidyl)amino]-2-fluoro-phenyl]-4-piperidylcarbamate O=C1NC(CCC1NC1=CC(=C(C=C1)C1(CCNCC1)NC([O-])=O)F)=O